C(C)(C)(C)OC(=O)N1C[C@H](CC1)CC(=O)OC (R)-3-(2-methoxy-2-oxoethyl)pyrrolidine-1-carboxylic acid tert-butyl ester